C(C)(=O)NC1=C(C(=O)NCCOCCNCC(=O)N2CCN(CC2)C(C2=C(C=CC(=C2)CC2=NNC(C3=CC=CC=C23)=O)F)=O)C(=CC(=C1)C1=CC(=CC=C1)CC)F 2-acetamido-4-(3-ethylphenyl)-6-fluoro-N-[2-[2-[[2-[4-[2-fluoro-5-[(4-oxo-3H-phthalazin-1-yl)methyl]benzoyl]piperazin-1-yl]-2-oxo-ethyl]amino]ethoxy]ethyl]benzamide